C(C)(C)(C)OC(=O)NCCCCN(CC(CCCCCC(=O)OCC1=CC=CC=C1)O[Si](C)(C)C(C)(C)C)CC(CCCCCC(=O)OCC1=CC=CC=C1)O[Si](C)(C)C(C)(C)C dibenzyl 8,8'-((4-((tert-butoxycarbonyl)amino)butyl)azanediyl)bis(7-((tert-butyldimethylsilyl)oxy)octanoate)